1-(1',4-dimethyl-1-phenyl-1H,1'H-3,4'-bipyrazol-5-yl)-3-((3R,4S)-4-phenyl-1-(2,2,2-trifluoroethyl)pyrrolidin-3-yl)urea CN1N=CC(=C1)C1=NN(C(=C1C)NC(=O)N[C@H]1CN(C[C@@H]1C1=CC=CC=C1)CC(F)(F)F)C1=CC=CC=C1